1-[(8S)-8-hydroxy-4-methylsulfanyl-5,6,7,8-tetrahydroquinazolin-2-yl]-2-methyl-indole-4-carbonitrile O[C@H]1CCCC=2C(=NC(=NC12)N1C(=CC=2C(=CC=CC12)C#N)C)SC